FC1(CCN(CC1)N1C(C(=CC=C1)C(=O)OC)=O)F methyl 1-(4,4-difluoropiperidin-1-yl)-2-oxo-1,2-dihydropyridine-3-carboxylate